2-fluoro-4-(3-fluoroazetidin-1-yl)-6-hydroxybenzaldehyde FC1=C(C=O)C(=CC(=C1)N1CC(C1)F)O